COC1=CC=C(C=C1)C1=NOC(=N1)N1CCC(CC1)C(=O)NC[C@@H]1N(CCC1)C(=O)OC(C)(C)C tert-butyl (R)-2-((1-(3-(4-methoxyphenyl)-1,2,4-oxadiazol-5-yl)piperidine-4-carboxamido)methyl)pyrrolidine-1-carboxylate